FC1(C2CN(CC12C1=CC=C(C=C1)OC)C(=O)C1=CN(C2=C1C(N(C=C2C)C)=O)C)F 3-((6,6-difluoro-1-(4-methoxyphenyl)-3-azabicyclo[3.1.0]hex-3-yl)carbonyl)-1,5,7-trimethyl-1,5-dihydro-4H-pyrrolo[3,2-c]pyridin-4-one